3-Hydroxypropylmethacrylat OCCCOC(C(=C)C)=O